C1(CC1)C=1N=NN(C1)[C@H](C(=O)N1[C@@H](C[C@H](C1)O)C(=O)NCCS(NC1=CC(=C(C=C1)C)F)(=O)=O)C(C)(C)C (2S,4r)-1-[(2S)-2-(4-cyclopropyl-triazol-1-yl)-3,3-dimethyl-butyryl]-N-[2-[(3-fluoro-4-methyl-phenyl)sulfamoyl]ethyl]-4-hydroxy-pyrrolidine-2-carboxamide